ClC=1N=C(C2=C(N1)C(=CS2)C#C[Si](C)(C)C)NCC=2OC=CC2 2-chloro-N-(furan-2-ylmethyl)-7-((trimethylsilyl)ethynyl)thieno[3,2-d]pyrimidin-4-amine